1-(4-(5-(4-hydroxybut-1-yn-1-yl)-3-isobutyl-1H-pyrrolo[2,3-b]pyridin-2-yl)-3,6-dihydropyridin-1(2H)-yl)2-methylpropan-1-one OCCC#CC=1C=C2C(=NC1)NC(=C2CC(C)C)C=2CCN(CC2)C(C(C)C)=O